2-hydroxy-7,7-dimethyl-4-(5-methyl-1-(tetrahydro-2H-pyran-2-yl)-1H-indazol-4-yl)-7,8-dihydro-5H-pyrano[4,3-b]pyridine-3-carbaldehyde OC1=C(C(=C2C(=N1)CC(OC2)(C)C)C2=C1C=NN(C1=CC=C2C)C2OCCCC2)C=O